Azacytidin N1([C@H](O)[C@H](O)[C@@H](CO)O1)N1C(=O)N=C(N)C=C1